Cl.NC[C@]12CN(C[C@H]2C1)C1=NC2=C(N1CC1=NC=C(C#N)C=C1)C=CC=C2 |&1:7| 6-((2-((1S,SR)-1-(Aminomethyl)-3-azabicyclo[3.1.0]hexan-3-yl)-1H-benzo[d]imidazol-1-yl)methyl)nicotinonitril-hydrochlorid